BrC=1C=C(C=C2C=C(NC12)CNC(OC(C)(C)C)=O)N1C=NC=C1 tert-Butyl ((7-bromo-5-(1H-imidazol-1-yl)-1H-indol-2-yl)methyl)carbamate